C(C)(C)(C)OC(=O)N1[C@@H](CCCCC1)C=1NC(=C(N1)C1=CC=C(C=C1)C(=O)OCC)C(=O)OCC (S)-2-(5-(ethoxycarbonyl)-4-(4-(ethoxycarbonyl)phenyl)-1H-imidazol-2-yl)Azepane-1-carboxylic acid tert-butyl ester